3-bromo-2-nitrophenol BrC=1C(=C(C=CC1)O)[N+](=O)[O-]